BrC1=C(C(=NN1C1=CC=C(C=C1)F)CCCO[Si](C1=CC=CC=C1)(C1=CC=CC=C1)C(C)(C)C)Cl 5-bromo-3-{3-[(tert-butyldiphenylsilyl)oxy]propyl}-4-chloro-1-(4-fluorophenyl)pyrazole